C(C)(C)(C)[Si](OCC[Sn](C1=CC=CC=C1)(C1=CC=CC=C1)C1=CC=CC=C1)(C)C tert-butyldimethyl-[2-(triphenylstannyl)ethoxy]silane